isopropyl (S)-6-diazo-2-((S)-2-(5-fluoropyridin-2-yl)-2-methoxyacetamido)-5-oxohexanoate [N+](=[N-])=CC(CC[C@@H](C(=O)OC(C)C)NC([C@@H](OC)C1=NC=C(C=C1)F)=O)=O